2,7-dichloro-8-fluoro-4-(3-fluorocyclobutyl)pyrido[4,3-d]pyrimidine ClC=1N=C(C2=C(N1)C(=C(N=C2)Cl)F)C2CC(C2)F